CC(C)N1C2C3=CC=4OCOC4C=C3C1CC2 14-(Propan-2-yl)-5,7-dioxa-14-azatetracyclo[9.2.1.02,10.04,8]tetradeca-2,4(8),9-triene